ClC1=CC=C(C=C1)CC(CC(C(=O)OCC)=O)=O ethyl 5-(4-chlorophenyl)-2,4-dioxovalerate